[Na+].C(C1=CN=CC=C1)(=O)[O-] Nicotinic acid, sodium salt